FC1=CC=C2C(=CNC2=C1)C=1C=C(OC1)C(CC(=O)OC)=O methyl 3-(4-(6-fluoro-1H-indol-3-yl) furan-2-yl)-3-oxopropanoate